C1(CC1)C#N 1-cyclopropanecarbonitrile